FC1=CC=C(C(=O)NC=2C=C3C(=CNC3=CC2)C=2CCN(CC2)C(C)C)C=C1 5-(4-fluorobenzoyl)amino-3-(1-isopropyl-1,2,3,6-tetrahydropyridin-4-yl)-1H-indole